ClC=1C=C(C=CC1)N[C@H](C(=O)N1[C@H]2CC([C@@H]([C@@H]1C(=O)N[C@@H](C[C@H]1C(NCCC1)=O)C#N)CC2)(F)F)CC2CC2 (1R,3R,4R)-2-((S)-2-((3-chlorophenyl)amino)-3-cyclopropylpropanoyl)-N-((S)-1-cyano-2-((S)-2-oxopiperidin-3-yl)ethyl)-5,5-difluoro-2-azabicyclo[2.2.2]octane-3-carboxamide